FC1=C(OC2CCC(CC2)(C(=O)O)C)C=C(C(=C1)OC)C(N[C@@H]1COCC[C@@H]1C(NC1=CC(=C(C=C1)F)S(F)(F)(F)(F)F)=O)=O |o1:22,27| (1R,4s)-4-(2-Fluoro-5-(((3S*,4S*)-4-((4-fluoro-3-(pentafluoro-λ6-sulfaneyl)phenyl)carbamoyl)tetrahydro-2H-pyran-3-yl)carbamoyl)-4-methoxyphenoxy)-1-methylcyclohexane-1-carboxylic Acid